C(CC(C)C)NC(C)=O N-Isopentylacetamide